CC1=NOC(=C1)CC(=O)NC1=NNC(=C1)N1CCCC1 2-(3-methylisoxazol-5-yl)-N-(5-(pyrrolidin-1-yl)-1H-pyrazol-3-yl)acetamide